CC1=NN2C(C=C(C(=C2)NC2=NC=C3N(C(N(C3=N2)C2CCOCC2)=O)C)C)=N1 4-(2-((2,7-Dimethyl-[1,2,4]triazolo[1,5-a]pyridin-6-yl)amino)-7-methyl-8-oxo-7,8-dihydro-9H-purin-9-yl)tetrahydro-2H-pyran